potassium (3-{tert-butoxycarbonyl}-3-azabicyclo[4.1.0]heptan-6-yl)trifluoroborate C(C)(C)(C)OC(=O)N1CC2CC2(CC1)[B-](F)(F)F.[K+]